N-methoxycarbonyl-L-aspartic acid COC(=O)N[C@@H](CC(=O)O)C(=O)O